BrC1=C2C=CC=CC2=C(C2=CC=CC=C12)C=1C=CC2=C(OC3=C2C=CC(=C3)Cl)C1 3-(10-bromoanthracene-9-yl)-7-chlorodibenzofuran